C(C1=CC=CC=C1)OCN1C(N(C=CC1=O)[C@@H]1O[C@@H]([C@H]([C@H]1OC)O)CO)=O 3-((benzyloxy)methyl)-1-((2R,3R,4R,5R)-4-hydroxy-5-(hydroxymethyl)-3-methoxytetrahydrofuran-2-yl)pyrimidine-2,4(1H,3H)-dione